COC1=CC=C(C=N1)CN1C2CN(CC1C2)C2=NC=C(C=C2)B2OC(C(O2)(C)C)(C)C 6-((6-methoxypyridine-3-yl)methyl)-3-(5-(4,4,5,5-tetramethyl-1,3,2-dioxaborolan-2-yl)pyridin-2-yl)-3,6-Diazabicyclo[3.1.1]heptane